N,N-dimethyl-5-((6-(1-methylpiperidin-3-yl)-4-morpholinofuro[3,2-d]pyrimidin-2-yl)amino)-3-phenyl-1H-pyrazole-1-sulfonamide CN(S(=O)(=O)N1N=C(C=C1NC=1N=C(C2=C(N1)C=C(O2)C2CN(CCC2)C)N2CCOCC2)C2=CC=CC=C2)C